C(C)(C)(C)OC(=O)N1[C@H]([C@H](CC1)N)CC1=NC(=CC=C1)C1=CC(=CC=C1)F Cis-3-amino-2-((6-(3-fluorophenyl)pyridin-2-yl)methyl)pyrrolidine-1-carboxylic acid tert-butyl ester